C(C)N([C@@H](C)C(=O)O)CC N,N-diethyl-alanine